hexyl (n-butyl acrylate) acrylate C(C=C)(=O)O.C(CCC)C(C(=O)OCCCCCC)=C